FC=1C(=C(C=C(C1)F)NC1=C(NC2=C1C(NCC2)=O)C2=C(C=NC=C2)OCC(C)(C)OC)OC 3-[(3,5-difluoro-2-methoxyphenyl)amino]-2-[3-(2-methoxy-2-methylpropoxy)pyridin-4-yl]-1,5,6,7-tetrahydro-4H-pyrrolo[3,2-c]pyridin-4-one